3-fluoro-N,N-bis(4-methoxybenzyl)-5-nitropyridin-2-amine FC=1C(=NC=C(C1)[N+](=O)[O-])N(CC1=CC=C(C=C1)OC)CC1=CC=C(C=C1)OC